C(C)(C)(C)OC(=O)N1CCN(CC1)C1=C(C=C(C=C1)NC(=O)C1=CC=C(C=C1)N1CCN(CC1)C(=O)OC(C)(C)C)C tert-butyl 4-(4-((4-(4-(tert-butoxycarbonyl)piperazin-1-yl)-3-methylphenyl)carbamoyl)phenyl)piperazine-1-carboxylate